C1(CC1)C=1C(=NC(=CN1)CC)C(=O)N cyclopropyl-6-ethyl-pyrazine-2-carboxamide